6-iodo-1,4-dimethyl-7,8-dihydropyrazolo[4,3-b]azepin-5(1H,4H,6H)-one IC1CCC2=C(N(C1=O)C)C=NN2C